COC([C@H](CSSC[C@@H](C(=O)OC)NC(C(=C)C)=O)NC(C(=C)C)=O)=O N,N'-bis(methacryloyl)cystine dimethyl ester